tert-butyl 4-(benzyloxy)-5-cyclopropyl-2-fluorobenzoate C(C1=CC=CC=C1)OC1=CC(=C(C(=O)OC(C)(C)C)C=C1C1CC1)F